OC=1C=C(C(=CC1)C=1C(=CC(=CC1)O)C(=O)O)C(=O)O 4,4'-dihydroxy-[1,1'-biphenyl]-2,2'-dicarboxylic acid